8-[[8-oxo-8-(4-pentylnonylamino)octyl]-(3-pyrrolidin-1-ylpropanoyl)amino]-N-(4-pentylnonyl)octanamide O=C(CCCCCCCN(CCCCCCCC(=O)NCCCC(CCCCC)CCCCC)C(CCN1CCCC1)=O)NCCCC(CCCCC)CCCCC